FC(C)(F)C=1C(=CC(=NC1)NC(=O)C1CC1)NC1=NN2C(C=CC(=C2)N2CC(C2)OC)=N1 N-(5-(1,1-difluoroethyl)-4-((6-(3-methoxyazetidin-1-yl)-[1,2,4]triazolo[1,5-a]pyridin-2-yl)amino)pyridin-2-yl)cyclopropanecarboxamide